4,4-bis(((Z)-non-2-en-1-yl)oxy)butyric acid C(\C=C/CCCCCC)OC(CCC(=O)O)OC\C=C/CCCCCC